(R)-2-amino-N-(5-cyclopropyl-6-(4-ethynyl-2-hydroxyphenyl)pyridazin-3-yl)-3-methoxypropionamide N[C@@H](C(=O)NC=1N=NC(=C(C1)C1CC1)C1=C(C=C(C=C1)C#C)O)COC